N-(2-fluoro-5-((4-(1-(3-hydroxypropyl)-1H-indol-3-yl)pyrimidin-2-yl)amino)-4-methoxyphenyl)propanamide mono-2-ethyl-5-carboxypentyl-phthalate C(C)C(COC(C=1C(C(=O)O)=CC=CC1)=O)CCCC(=O)O.FC1=C(C=C(C(=C1)OC)NC1=NC=CC(=N1)C1=CN(C2=CC=CC=C12)CCCO)NC(CC)=O